BrC1=C(NC2=NSC=3C2=NC(=CN3)C=NC(C(=O)O)(CO)C)C=CC=C1C1=CC3=C(OCCO3)C=C1 2-((3-(2-bromo-3-(1,4-benzodioxan-6-yl)anilino)isothiazolo[4,5-b]pyrazin-5-ylmethylene)amino)-2-methyl-3-hydroxypropionic acid